BrN[C@@H](CC1=CC=C(C=C1)O)C(=O)O N-bromo-tyrosine